COC1=CC=C(CN(C(CCCC(=O)N(CC2=CC=C(C=C2)OC)CC2=CC=C(C=C2)OC)=O)CC2=CC=C(C=C2)OC)C=C1 N,N,N',N'-tetrakis(4-methoxybenzyl)pentanediamide